C1=NCC2(C3=CC=CC=C13)CC2 spiro[cyclopropane-1,4'-isoquinolin]